dimethyl [2,2'-bithiophene]-4,4'-dicarboxylate S1C(=CC(=C1)C(=O)OC)C=1SC=C(C1)C(=O)OC